tert-Butyl 7-((5-bromo-6-(difluoromethyl)pyridin-2-yl)oxy)-2-azaspiro[3.5]nonane-2-carboxylate BrC=1C=CC(=NC1C(F)F)OC1CCC2(CN(C2)C(=O)OC(C)(C)C)CC1